Cl.C(N)(OC(C1CNC1)C(C)(C)C)=O tert-butyl(azetidin-3-ylmethyl) carbamate hydrochloride